tert-butyl 1-azido-3,6,9,12,15,18,21,24,27-nonaoxatriacontan-30-oate N(=[N+]=[N-])CCOCCOCCOCCOCCOCCOCCOCCOCCOCCC(=O)OC(C)(C)C